N-(5-(2-((5-(5-(difluoromethyl)-1,3,4-oxadiazol-2-yl)pyridin-2-yl)methyl)-2H-tetrazol-5-yl)-2-hydroxyphenyl)morpholine-4-carboxamide FC(C1=NN=C(O1)C=1C=CC(=NC1)CN1N=C(N=N1)C=1C=CC(=C(C1)NC(=O)N1CCOCC1)O)F